1-((4-(3,7-difluorodibenzo[b,f][1,4]oxazepin-11-yl)piperazin-1-yl)methyl)cyclopropane-1-carboxylic acid FC1=CC2=C(C(=NC3=C(O2)C=C(C=C3)F)N3CCN(CC3)CC3(CC3)C(=O)O)C=C1